BrCC1=CC=C(CCC(C)O)C=C1 (4-(bromomethyl)benzyl)propan-2-ol